[N+](#[C-])OC1CCOCC1 4-Isocyanooxytetrahydro-2H-pyran